FC=1C=C(C=C(C1F)F)C1CCC2=CCCN12 3-(3,4,5-trifluorophenyl)tetrahydro-1H-pyrrolizine